C(=O)O.FC1=CC=C(C=C1)N1C(C(=CC=C1)C(=O)NC1=CC(=C(C=N1)OC1=CC=NC2=CN=C(C=C12)C(=O)NC1CCN(CC1)C)C)=O 4-[[6-[[1-(4-fluorophenyl)-2-oxo-pyridine-3-carbonyl]amino]-4-methyl-3-pyridyl]oxy]-N-(1-methyl-4-piperidyl)-1,7-naphthyridine-6-carboxamide formate salt